C(C)C1=C(C=CC=C1)[C@@H](C)OC(=O)NC=1C(=NOC1C1CCN(CC1)C1=CC=C(C=C1)C1(CC1)C(=O)NS(=O)(=O)CCC(=O)O)C 3-({[1-(4-{4-[4-({[(1R)-1-(2-ethylphenyl)ethoxy]carbonyl}amino)-3-methyl-1,2-oxazol-5-yl]piperidin-1-yl}phenyl)cyclopropyl]formamido}sulfonyl)propanoic acid